(2-methoxy-4-methylphenyl) methyl carbonate C(OC1=C(C=C(C=C1)C)OC)(OC)=O